FC(C)(F)C1=CC=C(C=N1)C1=C(N=C(O1)C=1C=C2C=CN=C(C2=CC1)C)N1C=CC=2C=CC=NC2C1=O 7-{5-[6-(1,1-difluoroethyl)-3-pyridyl]-2-(1-methyl-6-isoquinolyl)-1,3-oxazol-4-yl}-1,7-diaza-8(7H)-naphthalenone